C1CC12CCN(CC2)CC2=CC(=NC=C2)C=2C=C1CN(C(C1=CC2)=O)C2C(NC(CC2)=O)=O 3-(5-(4-((6-azaspiro[2.5]octan-6-yl)methyl)pyridin-2-yl)-1-oxoisoindolin-2-yl)piperidine-2,6-dione